methyl (E)-3-(4-((2-(diethylamino)ethyl)-amino)-3-nitrophenyl)acrylate C(C)N(CCNC1=C(C=C(C=C1)/C=C/C(=O)OC)[N+](=O)[O-])CC